C(C)OC(=O)C=1C(NN=C(C1)C1=CC=C(C=C1)OC(F)(F)F)=O 3-oxo-6-[4-(trifluoromethoxy)phenyl]-2,3-dihydropyridazine-4-carboxylic acid ethyl ester